3-methyl-6-chloropyridinecarboxylic acid methyl ester COC(=O)C1=NC(=CC=C1C)Cl